(±)-allyl 2-[4-[3-[(4-chloro-5-methoxy-1-methyl-indole-2-carbonyl)amino] oxetan-3-yl]phenyl]-2-(4-hydroxycyclohexyl)acetate ClC1=C2C=C(N(C2=CC=C1OC)C)C(=O)NC1(COC1)C1=CC=C(C=C1)[C@H](C(=O)OCC=C)C1CCC(CC1)O |r|